NC1=NC2=C(C=CC=C2C(=N1)C=1N=NN(C1)CC=1C(N(C=CC1)C(COC)C)=O)OC 3-{[4-(2-amino-8-methoxy-4-quinazolinyl)-1H-1,2,3-triazol-1-yl]methyl}-1-(2-methoxy-1-methylethyl)-1H-pyridin-2-one